FC1(CCC(CC1)C1=NC=CC(=C1NC(=O)C=1C=NC(=NC1)OC(C)C)C1=NC=CC=C1F)F N-(2'-(4,4-difluorocyclohexyl)-3-fluoro-[2,4'-bipyridin]-3'-yl)-2-isopropoxypyrimidine-5-carboxamide